ClC=1C=C(C=CC1F)NC(N([C@@H]1CCCC=2NC(C=3CCCCC3C12)=O)C)=O (R)-3-(3-chloro-4-fluorophenyl)-1-methyl-1-(6-oxo-1,2,3,4,5,6,7,8,9,10-decahydrophenanthridin-1-yl)urea